C1(CC[C@@H](CCCCC)O1)=O |r| (+-)-4-Nonanolactone